C(N)(=S)[C@H]1N([C@H](CC1)C)C(=O)OC(C)(C)C tert-butyl (2S,5S)-2-carbamothioyl-5-methylpyrrolidine-1-carboxylate